(2-(((2S,4R,5R)-5-(6-chloro-4-(cyclopentylamino)-1H-pyrazolo[3,4-d]pyrimidin-1-yl)-4-hydroxytetrahydrofuran-2-yl)methoxy)-1-methoxypropan-2-yl)phosphonic acid ClC1=NC(=C2C(=N1)N(N=C2)[C@H]2[C@@H](C[C@H](O2)COC(COC)(C)P(O)(O)=O)O)NC2CCCC2